1-dimethylamino-1,1,3,3,5,5,7,7,7-nonamethyltetrasiloxane CN([Si](O[Si](O[Si](O[Si](C)(C)C)(C)C)(C)C)(C)C)C